FC1=C(C=CC(=C1)F)C1=C(C=CC=C1)C=1N=C2N(C=CC(=C2)C(=O)N[C@H]2C[C@H](C2)C(=O)OC)C1 (cis)-methyl 3-(2-(2',4'-difluoro-[1,1'-biphenyl]-2-yl)imidazo[1,2-a]pyridine-7-carboxamido)cyclobutanecarboxylate